(3R,4R)-N-(3-(4-methylpiperazin-1-yl)phenyl)-1-oxo-2-(pyridin-4-ylmethyl)-3-(4-(trifluoromethyl)phenyl)-1,2,3,4-tetrahydroisoquinoline-4-carboxamide CN1CCN(CC1)C=1C=C(C=CC1)NC(=O)[C@H]1[C@@H](N(C(C2=CC=CC=C12)=O)CC1=CC=NC=C1)C1=CC=C(C=C1)C(F)(F)F